FC(C1=C(CN2C(NC3=C2C=CC=C3)=O)C=CC=C1)(F)F 3-(2-trifluoromethyl-benzyl)-1,3-dihydro-benzoimidazol-2-one